COC([C@@H](NC(=O)OCCCC1=CC(=CC=C1)Cl)CC(C)C)=O ((3-(3-chlorophenyl)propoxy)carbonyl)-L-leucine methyl ester